BrC=1C=C(C=CC1F)S(=O)(=O)Cl 3-bromo-4-fluorobenzene-1-sulfonyl chloride